4-(3-amino-4-methyl-1H-indazol-5-yl)-N-(3-hydroxy-3-(trifluoromethyl)cyclobutyl)-N,3-dimethylbenzenesulfonamide NC1=NNC2=CC=C(C(=C12)C)C1=C(C=C(C=C1)S(=O)(=O)N(C)C1CC(C1)(C(F)(F)F)O)C